N1=NN(C2=NC=CC=C21)C2=CC(=C(C(=O)N([C@H]1CNCCC1)C1=NC=CC3=CC=C(C=C13)CCCO)C=C2)F (R)-4-(3H-[1,2,3]triazolo[4,5-b]pyridin-3-yl)-2-fluoro-N-(7-(3-hydroxypropyl)isoquinolin-1-yl)-N-(piperidin-3-yl)benzamide